(±)-methyl 2-methyl-2-(tridec-1-en-1-yloxy)propanoate CC(C(=O)OC)(C)OC=CCCCCCCCCCCC